FC=1C=C(CNC2=NC(=C3NC=NC3=N2)N)C=CC1 2-(3-fluorobenzylamino)-6-aminopurine